N[C@H](C(=O)C1=C(C2=NC(=CC(=C2S1)NCC=1SC=CC1)Cl)Br)C (2s)-2-amino-1-(3-bromo-5-chloro-7-{[(thiophen-2-yl)methyl]amino}thieno[3,2-b]pyridin-2-yl)propan-1-one